thioglucitol C([C@H](S)[C@@H](O)[C@H](O)[C@H](O)CO)O